CN1N=C(C=C1C#N)C 1,3-dimethyl-1H-pyrazole-5-carbonitrile